NCCOC1CCN(CC1)C=1C=C(C=CC1)N1C=CC2=C(C=CC(=C12)C)F N-(3-(4-(2-aminoethoxy)piperidin-1-yl)phenyl)-4-fluoro-7-methyl-1H-indole